C1(CCCCC1)[C@]1(C(NC2=C(C(=CC=C12)F)F)=O)C1=CC2=C(B(OC2)O)C=C1 (S)-3-cyclohexyl-6,7-difluoro-3-(1-hydroxy-1,3-dihydrobenzo[c][1,2]oxaborol-5-yl)indolin-2-one